COC1=C(C(=CC=C1)OC)C1=CN(C2=NC(=CC=C21)NC(=O)C2C(C2)C=O)COCC[Si](C)(C)C N-(3-(2,6-dimethoxyphenyl)-1-((2-(trimethylsilyl)ethoxy)methyl)-1H-pyrrolo[2,3-b]pyridin-6-yl)-2-formylcyclopropane-1-carboxamide